FC1(CC(CC1)NC1=NC(=NC(=N1)NC1CC2(C1)CC(C2)(F)F)C2=NC(=CC=C2)C(F)(F)F)F N2-(3,3-difluorocyclopentyl)-N4-(6,6-difluorospiro[3.3]heptan-2-yl)-6-(6-(trifluoromethyl)pyridin-2-yl)-1,3,5-triazine-2,4-diamine